C(C(C)C)(=O)N1CCN(CC1)C1=CC=C(C=C1)NC(=O)C=1C(NC=CC1NC1=C(C2=C(OCCN2)N=C1)C)=O N-(4-(4-isobutyrylpiperazin-1-yl)phenyl)-4-((8-methyl-2,3-dihydro-1H-pyrido[2,3-b][1,4]oxazin-7-yl)amino)-2-oxo-1,2-dihydropyridine-3-carboxamide